CN(C=1SC2=C(N=C(N=C2N2CCOCC2)N2N=C(C=C2)C=2C=C(C=CC2)C)N1)C1CCN(CC1)C N-Methyl-N-(1-methylpiperidin-4-yl)-7-morpholino-5-(3-(m-tolyl)-1H-pyrazol-1-yl)thiazolo[4,5-d]pyrimidin-2-amine